OC1=C(C(N(C2=CC=CC=C12)CC1=CC=C(C=C1)N1C(COCC1)=O)=O)C(=O)OC methyl 4-hydroxy-2-oxo-1-(4-(3-oxomorpholinyl) benzyl)-1,2-dihydroquinoline-3-carboxylate